The molecule is an amino tetrasaccharide consisting of alpha-D-GlcNAc-(1->4)-beta-D-GlcA-(1->4)-alpha-D-GlcNAc-(1->4)-beta-D-GlcA in which the hydrogen attached to the anomeric oxygen is replaced by a 4-nitrophenyl group. It is a glycoside, a C-nitro compound, an amino tetrasaccharide and a carbohydrate acid derivative. CC(=O)N[C@@H]1[C@H]([C@@H]([C@H](O[C@@H]1O[C@H]2[C@@H]([C@H]([C@@H](O[C@@H]2C(=O)O)O[C@@H]3[C@H](O[C@@H]([C@@H]([C@H]3O)NC(=O)C)O[C@H]4[C@@H]([C@H]([C@@H](O[C@@H]4C(=O)O)OC5=CC=C(C=C5)[N+](=O)[O-])O)O)CO)O)O)CO)O)O